ClC=1C(=NC(=NC1)NC1CCN(CC1)C(C)=O)C1=NNC(=C1)C1CC1 1-(4-((5-chloro-4-(5-cyclopropyl-1H-pyrazol-3-yl)pyrimidin-2-yl)amino)piperidin-1-yl)ethan-1-one